ClC1=NC2=C(C=C(C=C2C=C1C=O)C)C 2-chloro-6,8-dimethylquinoline-3-carbaldehyde